C(CCCC(=O)OCC(CO)COC(CCOC(CC(CCCCCCCC)CCCCCCCC)=O)=O)(=O)OC(CCCCCCCC)CCCCCCCC heptadecan-9-yl (3-hydroxy-2-(((3-((3-octylundecanoyl)oxy)propanoyl)oxy)methyl)propyl) glutarate